C1(CCCCC1)NC(=O)C=1SC=C2C1N=C(NC2=O)C2=CC=CC=C2 N-cyclohexyl-4-oxo-2-phenyl-3,4-dihydrothieno[3,4-d]pyrimidine-7-carboxamide